CC1(C(N(C(N1CCN1CCOCC1)=O)CC1=NC(=NO1)C1=CC(=C(C=C1)OC1=C(C=CC=C1)SCC1COCC1)C(F)(F)F)=O)C 5,5-dimethyl-1-(2-morpholinoethyl)-3-((3-(4-(2-(((tetrahydrofuran-3-yl)methyl)thio)phenoxy)-3-(trifluoromethyl)phenyl)-1,2,4-oxadiazol-5-yl)methyl)imidazolidine-2,4-dione